[Cl-].C[N+](CCCNC(C(=C)C)=O)(C)C N,N,N-trimethyl-3-[(2-methyl-1-oxo-2-propenyl)amino]-propanaminium chloride